bis(2-(tetradecylthio)ethyl) 3,3'-((3-(1H-imidazol-1-yl)propyl)azanediyl)dipropionate N1(C=NC=C1)CCCN(CCC(=O)OCCSCCCCCCCCCCCCCC)CCC(=O)OCCSCCCCCCCCCCCCCC